3-(4-Bromophenyl)propylene BrC1=CC=C(C=C1)CC=C